N1=BCCC1 azaboroline